deoxyGlucose O=CC[C@@H](O)[C@H](O)[C@H](O)CO